3,3-dimethyl-1,3-dihydro-2H-pyrrolo[3,2-b]Pyridin-2-one CC1(C(NC=2C1=NC=CC2)=O)C